NC1=C2N=CN(C2=NC(=N1)F)[C@H]1C[C@@H]([C@](O1)(CO)C#CCl)O (2R,3S,5R)-5-(6-amino-2-fluoro-9H-purin-9-yl)-2-(chloroethynyl)-2-(hydroxymethyl)tetrahydrofuran-3-ol